C1(CCCCC1)C[C@@H](C(=O)N[C@H](C=O)CCC(=O)N(C)C)NC(OCC1=CC(=CC=C1)Cl)=O 3-chlorobenzyl ((S)-3-cyclohexyl-1-(((S)-5-(dimethylamino)-1,5-dioxopentan-2-yl)amino)-1-oxopropan-2-yl)carbamate